C1(=CC=CC=C1)C1=NC(=NC(=N1)C1=CC=CC=C1)C=1C=C(C=C(C1)N1C2=CC=CC=C2C=2C=C(C=CC12)C1=CC=CC=2OC3=C(C21)C=CC=C3)N3C2=CC=CC=C2C=2C=C(C=CC32)C3=CC=CC=2OC1=C(C23)C=CC=C1 9,9'-(5-(4,6-diphenyl-1,3,5-triazin-2-yl)-1,3-phenylene)bis(3-(dibenzo[b,d]furan-1-yl)-9H-carbazole)